4-(((1r,3r,5r,7s)-adamantan-2-ylidene)(methoxy)methyl)-3-chloro-2-hydroxybenzaldehyde C12C(C3CC(CC(C1)C3)C2)=C(C2=C(C(=C(C=O)C=C2)O)Cl)OC